benzyl 4-O-β-D-galactopyranosyl-β-D-glucopyranoside [C@@H]1([C@H](O)[C@@H](O)[C@@H](O)[C@H](O1)CO)O[C@H]1[C@@H]([C@H]([C@H](OCC2=CC=CC=C2)O[C@@H]1CO)O)O